(3r,4r)-4-(2-(4,7-difluoro-3,3-dimethyl-2-oxo-5-(trifluoromethyl)indolin-1-yl)acetamido)-3-methylpentanoic acid FC1=C2C(C(N(C2=C(C=C1C(F)(F)F)F)CC(=O)N[C@@H]([C@@H](CC(=O)O)C)C)=O)(C)C